C(=O)(O)C1=CC(=NC(=C1)OCC1=C(C=C(C=C1)C#N)F)C1=CC(=C(CC2=NC3=C(N2CCOC)C=C(C=C3)C(=O)O)C=C1)F 2-(4-(4-carboxy-6-((4-cyano-2-fluorobenzyl)oxy)pyridin-2-yl)-2-fluorobenzyl)-1-(2-methoxyethyl)-1H-benzo[d]imidazole-6-carboxylic acid